3-[4-[2-[4-(4-amino-2-ethyl-5-methoxy-phenyl)piperazin-1-yl]ethylamino]-1-oxo-isoindoline-2-yl]piperidine-2,6-dione NC1=CC(=C(C=C1OC)N1CCN(CC1)CCNC1=C2CN(C(C2=CC=C1)=O)C1C(NC(CC1)=O)=O)CC